C1(CC1)C(CN1N=CC2=NC=C(C=C21)C2=C(C=C(C=C2)F)C)=O Cyclopropyl-2-[6-(4-fluoro-2-methyl-phenyl)pyrazolo[4,3-b]pyridin-1-yl]ethanone